Cl.NC(C(=O)OC)CC(=O)OC Dimethyl 2-aminosuccinate Hydrochloride